FC(C)(F)C1=CC=CC(=N1)NC1=CC(=NC=C1C1=NC(=NC=C1)OC)NC(C)=O N-(4-((6-(1,1-difluoroethyl)pyridin-2-yl)amino)-5-(2-methoxypyrimidin-4-yl)pyridin-2-yl)acetamide